(E)-1-(3-fluoro-3-(2-(5-(trifluoromethyl)isoxazol-3-yl)vinyl)azetidin-1-yl)prop-2-en-1-one FC1(CN(C1)C(C=C)=O)\C=C\C1=NOC(=C1)C(F)(F)F